2-(5-amino-2-(furan-2-yl)-7H-pyrazolo[4,3-e][1,2,4]triazolo[1,5-c]pyrimidin-7-yl)-N-((1-hydroxycyclopropyl)methyl)-2-phenylpropanamide NC1=NC2=C(C=3N1N=C(N3)C=3OC=CC3)C=NN2C(C(=O)NCC2(CC2)O)(C)C2=CC=CC=C2